N-(4-(6-(bis(9,9-dimethyl-9H-fluorene-2-yl)amino)-1,3,3-trimethyl-2,3-dihydro-1H-indene-1-yl)phenyl)-N-(9,9-dimethyl-9H-fluorene-2-yl)-9,9-dimethyl-9H-fluorene-2-amine CC1(C2=CC=CC=C2C=2C=CC(=CC12)N(C1=CC=C2C(CC(C2=C1)(C)C1=CC=C(C=C1)N(C1=CC=2C(C3=CC=CC=C3C2C=C1)(C)C)C1=CC=2C(C3=CC=CC=C3C2C=C1)(C)C)(C)C)C1=CC=2C(C3=CC=CC=C3C2C=C1)(C)C)C